CN(CCOC=1C=CC(=C(C(=O)O)C1)C)C 5-(2-(dimethylamino)ethoxy)-2-methylbenzoic acid